5-chloro-3-methyl-N-(pyridin-4-ylmethyl)furo[3,2-b]pyridin-7-amine ClC1=CC(=C2C(=N1)C(=CO2)C)NCC2=CC=NC=C2